O.P(=O)([O-])([O-])[O-].[Ca+2].BrC(C(=O)NC1=NC=C(C=C1)C(O)C1=CC=C(C=C1)F)C.P(=O)([O-])([O-])[O-].[Ca+2].[Ca+2] 2-bromo-N-(5-((4-fluorophenyl)(hydroxy)methyl)pyridin-2-yl)propanamide calcium phosphate monohydrate